1-(4-hydroxyphenyl)-3-(4-methyl-5-thiazolyl)-2-propen-1-one OC1=CC=C(C=C1)C(C=CC1=C(N=CS1)C)=O